FC(C1=NN=C(O1)C1=CC=C(CN2C(N(C3=C2C=CC=C3)C3CCN(CC3)C)=O)C=C1)F 1-(4-(5-(difluoromethyl)-1,3,4-oxadiazol-2-yl)benzyl)-3-(1-methylpiperidin-4-yl)-1,3-dihydro-2H-benzo[d]imidazol-2-one